C(C1=CC=CC=C1)OC(=O)NC1CCC(CC1)C(=O)NCC(=O)OC(C)(C)C tert-Butyl ((1s,4s)-4-(((benzyloxy)carbonyl)amino)cyclohexane-1-carbonyl)glycinate